C1OC2=CC=C(C=C2O1)O 4-methylenedioxyphenol